benzyl ((1-((1-(4-((5-chloro-4-((2-(N-methylmethylsulfonamido)phenyl)amino)pyrimidin-2-yl)amino)-3-methoxyphenyl)piperidin-4-yl)methyl)piperidin-4-yl)methyl)carbamate ClC=1C(=NC(=NC1)NC1=C(C=C(C=C1)N1CCC(CC1)CN1CCC(CC1)CNC(OCC1=CC=CC=C1)=O)OC)NC1=C(C=CC=C1)N(S(=O)(=O)C)C